C(C)(C)N1N=C(C=2C=NC(=CC21)NC2=NC(=NC=C2)N2CCC(CC2)OC)C(=O)O isopropyl-6-((2-(4-methoxypiperidin-1-yl)pyrimidin-4-yl)amino)-1H-pyrazolo[4,3-c]pyridine-3-carboxylic acid